C(C)(C)(C)OC(=O)[N-]C1=C[N+](=NO1)CC1=CC=C(C=C1)B1OC(C(O1)(C)C)(C)C (tert-Butoxycarbonyl)(3-(4-(4,4,5,5-tetramethyl-1,3,2-dioxaborolan-2-yl)benzyl)-1,2,3-oxadiazol-3-ium-5-yl)amide